C(C)N(C(=O)C1=C(C=CC(=C1)F)C1=CC(=CC=2N1C=NC2)C2CN(CC2)CC2CCC(CC2)NC(OC(C)(C)C)=O)C(C)C tert-Butyl N-[4-{[3-(5-{2-[ethyl(isopropyl)carbamoyl]-4-fluorophenyl}imidazo[1,5-a]pyridin-7-yl)pyrrolidin-1-yl]methyl}cyclohexyl]carbamate